(3',6'-dihydroxy-2',4',6'-trimethyl-7'-oxo-2',3',6',7'-tetrahydrospiro[cyclopropane-1,5'-inden]-2'-yl)methyl acetate C(C)(=O)OCC1(C=C2C(C(C3(C(=C2C1O)C)CC3)(C)O)=O)C